[Na].N1(C=NCC1)SSCCCC imidazolinyl-dithiobutane sodium